5,7-dimethyl-2-piperidin-4-yl-2H-indazole hydrochloride Cl.CC1=CC2=CN(N=C2C(=C1)C)C1CCNCC1